METHACRYLOXYMETHYLTRIS(TRIMETHYLSILOXY)SILANE C(C(=C)C)(=O)OC[Si](O[Si](C)(C)C)(O[Si](C)(C)C)O[Si](C)(C)C